FC=1C=C(C#N)C=C(C1)OC=1C2=C(C(=NC1)S(=O)(=O)C)C(C(C2)F)=O 3-fluoro-5-((6-fluoro-1-(methylsulfonyl)-7-oxo-6,7-dihydro-5H-cyclopenta[c]pyridin-4-yl)oxy)benzonitrile